N-(6-(difluoromethoxy)-4-oxo-1,2,3,4-tetrahydronaphthalen-1-yl)-4-(trifluoromethoxy)benzenesulfonamide FC(OC=1C=C2C(CCC(C2=CC1)NS(=O)(=O)C1=CC=C(C=C1)OC(F)(F)F)=O)F